3-(5-((3-fluorobenzyl)-amino)-2-methyl-4-oxoquinazolin-3(4H)-yl)piperidine-2,6-dione FC=1C=C(CNC2=C3C(N(C(=NC3=CC=C2)C)C2C(NC(CC2)=O)=O)=O)C=CC1